N(N)C1=NC=C(C=C1)S(=O)(=O)C1=CC=CC=C1 2-hydrazineyl-5-(phenylsulfonyl)pyridine